CN1CCC(CC1)NC1=C(C=C(C=C1)[N+](=O)[O-])C 1-methyl-N-(2-methyl-4-nitrophenyl)piperidin-4-amine